BrC1=C(C=C(C=C1)Br)C(C(=O)O)(C)C 2-(2,5-dibromophenyl)-2-methylpropanoic acid